C1(=CC=C(C2=CC=CC=C12)NS(=O)(=O)C1=C(C=C(C=C1)Br)OC(F)(F)F)NS(=O)(=O)C1=C(C=C(C=C1)Br)OC(F)(F)F N,N'-(Naphthalene-1,4-diyl)bis(4-bromo-2-(trifluoromethoxy)benzenesulfonamide)